NC=1C(=C2C(=NC1C(=O)N)N(C=N2)CC)C2=C(C(=CC=C2C)O)C (P)-6-amino-3-ethyl-7-(3-hydroxy-2,6-dimethylphenyl)-3H-imidazo[4,5-b]pyridine-5-carboxamide